N(=C=O)C1=CC=C(C=C1)CCC1=CC=C(C=C1)N=C=O 1,2-bis(4-isocyanatophenyl)ethane